(S)-methyl (4-(4-((2-Boc-amino-2,4-dimethylpentyl)oxy)-3-(hydroxymethyl)phenyl)pyridin-2-yl)carbamate C(=O)(OC(C)(C)C)C([C@H](OC1=C(C=C(C=C1)C1=CC(=NC=C1)NC(OC)=O)CO)N)(CC(C)C)C